C12CC(CC(N1)C2)C=2C=C(C(=C1CN(CC21)C2C(NC(CC2)=O)=O)F)F 7-(6-Azabicyclo[3.1.1]heptane-3-yl)-2-(2,6-dioxopiperidin-3-yl)-4,5-difluoroisoindoline